C1(CC1)C=1C=C(C=C2C=NNC12)F 7-Cyclopropyl-5-fluoro-1H-indazole